3-(2-{3-chloro-6-fluoroimidazo[1,2-a]pyridin-7-yl}ethynyl)-1-[(3S,5R)-5-(methoxymethyl)-1-(prop-2-enoyl)pyrrolidin-3-yl]-5-(methylamino)pyrazole-4-carboxamide ClC1=CN=C2N1C=C(C(=C2)C#CC2=NN(C(=C2C(=O)N)NC)[C@@H]2CN([C@H](C2)COC)C(C=C)=O)F